C(C)(C)C=1CCOC1 R-4-isopropyl-dihydrofuran